C1(CC1)C=1C=C(C(=C(C1)CC(=O)OCC)OC)F ethyl 2-(5-cyclopropyl-3-fluoro-2-methoxyphenyl)acetate